FC(OC=1C=C(C=CC1F)C1=CN=CC(=N1)CN1C(O[C@H](C1)C(=O)N(C)C)=O)F |r| (R/S)-3-[[6-[3-(Difluoromethoxy)-4-fluoro-phenyl]pyrazin-2-yl]methyl]-N,N-dimethyl-2-oxo-oxazolidine-5-carboxamide